C(C=C)(=O)NC(CC(C(C)C)S(=O)(=O)O)C 2-acrylamidopropyl-2-methylpropanesulfonic acid